COC1=C(C=NC=C1)N(C1=CC=C(C=C1)C(F)(F)F)C1CCN(CC1)C=1C=NC=NC1 4-Methoxy-N-(1-(pyrimidin-5-yl)piperidin-4-yl)-N-(4-(trifluoromethyl)phenyl)pyridin-3-amine